C(C1=CC=CC=C1)OC1=C(C=CC=C1)C1=CC(=C(C=C1)F)C[C@]1(C[C@H](CC1)NS(=O)(=O)C)C(=O)N (1R,3S)-1-((2'-(benzyloxy)-4-fluoro-[1,1'-biphenyl]-3-yl)methyl)-3-(methylsulfonamido)cyclopentane-1-carboxamide